BrC=1SC(=CN1)CO[Si](C)(C)C(C)(C)C 2-bromo-5-(((tert-butyldimethylsilyl)oxy)methyl)thiazole